1,1,3,3-tetraiodo-2-tert-butyldisilazane I[SiH](N([SiH](I)I)C(C)(C)C)I